C(C)N1C2=NC(=NC(=C2N=C1C(C)O)N1CCOCC1)N1N=C2C=CC(=CC2=C1)C 1-(9-ethyl-2-(5-methyl-2H-indazol-2-yl)-6-morpholino-9H-purin-8-yl)ethan-1-ol